FC(C=1N=CC=2N(C1)C(=CN2)C2=NC=CC(=N2)N2CC(OCC2)C(=O)N)(F)F 4-(2-(6-(Trifluoromethyl)imidazo[1,2-a]pyrazin-3-yl)pyrimidin-4-yl)morpholine-2-carboxamide